FC1=CC(=C(C=C1)C1=NC=CC=C1)C(C)O 2-(4-fluoro-2-(1-hydroxyethyl)phenyl)pyridin